3,5-difluorophenylamine FC=1C=C(C=C(C1)F)N